CC1=C(C=CC(=N1)NC(OC(C)(C)C)=O)NC1CCOCC1 tert-butyl (6-methyl-5-((tetrahydro-2H-pyran-4-yl)amino)pyridin-2-yl)carbamate